9-methyl-11-azatricyclo[6.2.1.02,7]Undec-2,4,6,9-tetraene hydrochloride Cl.CC=1C2C3=CC=CC=C3C(C1)N2